(3-benzylpyrrolidin-1-yl)(3,5-dimethyl-1-(3-methyl-[1,2,4]triazolo[4,3-b]pyridazin-6-yl)-1H-pyrazol-4-yl)methanone C(C1=CC=CC=C1)C1CN(CC1)C(=O)C=1C(=NN(C1C)C=1C=CC=2N(N1)C(=NN2)C)C